propylene glycol mono-n-Propyl ether C(CC)OCC(C)O